FC=1C(=C(C=CC1C)S(=O)(=O)N1[C@@H](CCC1)C(=O)OCCCC)OC Butyl ((3-fluoro-2-methoxy-4-methylphenyl)sulfonyl)-L-prolinate